C1=CC=CC=2C3=CC=CC=C3C(C12)COC(=O)N(C(C(=O)OC(C)(C)C)CCC=1C=NC=C(C1)C)C tert-Butyl 2-((((9H-fluoren-9-yl)methoxy) carbonyl)(methyl)amino)-4-(5-methylpyridin-3-yl)butanoate